F[C@]1(CN(CC[C@H]1OC)C1=NC(=NC=N1)N1CC2=C(C=CC(=C2C=C1)C(C)C)N1[C@@H]([C@H](C1)CS(=O)(=O)C)C)C N-(4-((3S,4R)-3-fluoro-4-methoxy-3-methylpiperidin-1-yl)-1,3,5-triazin-2-yl)-5-isopropyl-8-((2R,3S)-2-methyl-3-((methylsulfonyl)methyl)azetidin-1-yl)isoquinoline